5'H,7'H-spiro[cyclopropane-1,6'-pyrazolo[5,1-b][1,3]oxazine]-3'-sulfonimidamide N1=CC(=C2OCC3(CN21)CC3)S(=O)(N)=N